(S)-2-amino-3-hydroxy-N-(1-(m-tolyl)-1H-pyrazolo[4,3-c]pyridin-6-yl)propanamide hydrochloride Cl.N[C@H](C(=O)NC1=CC2=C(C=N1)C=NN2C=2C=C(C=CC2)C)CO